2-(2-bromo-5-pyrazol-1-yl-phenoxy)propoxy-tert-butyl-dimethyl-silane BrC1=C(OC(CO[Si](C)(C)C(C)(C)C)C)C=C(C=C1)N1N=CC=C1